methyl (S)-4-amino-4-(4-(ethylsulfonyl)phenyl)butyrate N[C@@H](CCC(=O)OC)C1=CC=C(C=C1)S(=O)(=O)CC